CN1CCCCCCCCCCC1 methyl-1-azacyclododecane